(R)-(2-chloro-5-fluoro-7,8-dihydrobenzofuro[5,4-d]thiazol-7-yl)methyl (2-methylpyrimidin-5-yl)carbamate CC1=NC=C(C=N1)NC(OC[C@@H]1OC2=C(C1)C1=C(N=C(S1)Cl)C=C2F)=O